CC1=CC(OC2=CC(=CC=C12)NC1=CC=C(C=C1)N1CCC(CC1)C(F)(F)F)=O 4-Methyl-7-((4-(4-(trifluoromethyl)piperidin-1-yl)phenyl)amino)-2H-chromen-2-one